3-(n-butylphenyl)-1-acetoxy-1-propene C(CCC)C1=C(C=CC=C1)CC=COC(C)=O